((2S,5R)-5-amino-2-methylpiperidin-1-yl)(2-(6-(cyclopropylmethyl)-6H-thieno[2,3-b]pyrrol-5-yl)-7-methoxy-1-methyl-1H-benzo[d]imidazol-5-yl)methanone N[C@@H]1CC[C@@H](N(C1)C(=O)C1=CC2=C(N(C(=N2)C2=CC3=C(N2CC2CC2)SC=C3)C)C(=C1)OC)C